5-amino-N-(3-chloro-4-fluorophenyl)-1-methyl-3-(spiro[bicyclo[3.2.0]heptane-6,2'-[1,3]dioxolane]-3-yl)-1H-pyrazole-4-carboxamide NC1=C(C(=NN1C)C1CC2CC3(OCCO3)C2C1)C(=O)NC1=CC(=C(C=C1)F)Cl